C1(=CCCC1)C1=NC(=NC=C1)C1=CN=C2N1C=C(N=C2)C(F)F 3-(4-(Cyclopent-1-en-1-yl)pyrimidin-2-yl)-6-(difluoromethyl)imidazo[1,2-a]pyrazine